methyl N-[5-[6-[(4-cyano-3-ethoxy-benzoyl)-methyl-amino]imidazo[1,2-a]pyridin-3-yl]-2-pyridyl]carbamate C(#N)C1=C(C=C(C(=O)N(C=2C=CC=3N(C2)C(=CN3)C=3C=CC(=NC3)NC(OC)=O)C)C=C1)OCC